triallyl-(2-hydroxyethyl)ammonium bromide [Br-].C(C=C)[N+](CCO)(CC=C)CC=C